F\C(=C/CN)\CS(=O)(=O)C1=CC(=NC=C1)C (Z)-3-Fluoro-4-(2-methylpyridin-4-ylsulfonyl)but-2-en-1-amin